2-(6-cyclobutyl-1-oxo-spiro[3H-isoquinoline-4,1'-cyclopropane]-2-yl)-N-(5-fluoropyrimidin-2-yl)acetamide L-galactonate O=C([C@@H](O)[C@H](O)[C@H](O)[C@@H](O)CO)O.C1(CCC1)C=1C=C2C(=CC1)C(N(CC21CC1)CC(=O)NC1=NC=C(C=N1)F)=O